COC=1C=CC(=NC1)COC=1C=C2C(=NC1)OC(=N2)C2=NC=NC(=C2)C 4-{6-[(5-methoxypyridin-2-yl)methoxy]-[1,3]oxazolo[5,4-b]pyridin-2-yl}-6-methylpyrimidine